C12(CC(C1)C2)N2C(C=CC1=C2N=C(N=C1)SC)=O 8-(bicyclo[1.1.1]pentan-1-yl)-2-(methylthio)pyrido[2,3-d]pyrimidin-7(8H)-one